O=C1NC(CCC1N1C(C2=CC(=CC=C2C1=O)F)=O)=O 2-(2,6-dioxopiperidin-3-yl)-6-fluoroisoindole-1,3-dione